6-bromo-8-chloro-3-methyl-3-(3-pyridyl)-2H-imidazo[1,5-a]pyridine-1,5-dione BrC1=CC(=C2N(C1=O)C(NC2=O)(C=2C=NC=CC2)C)Cl